5-(2-methyl-4-(6-(trifluoromethyl)quinazolin-2-yl)phenyl)-4-oxo-4,5,6,7-tetrahydropyrazolo[1,5-a]pyrazine-3-carboxamide CC1=C(C=CC(=C1)C1=NC2=CC=C(C=C2C=N1)C(F)(F)F)N1C(C=2N(CC1)N=CC2C(=O)N)=O